(S)-7-(4-fluorobenzyl)-2-methyl-N-(2-(4-methylpiperazin-1-yl)ethyl)-2,3-dihydro-1H-pyrido[2,3-b][1,4]oxazine-6-carboxamide FC1=CC=C(CC2=CC3=C(OC[C@@H](N3)C)N=C2C(=O)NCCN2CCN(CC2)C)C=C1